thiodipropionic acid ditridecyl ester C(CCCCCCCCCCCC)OC(CCSCCC(=O)OCCCCCCCCCCCCC)=O